5-(2-(5-methyl-2-(2-methyl-2,3-dihydrobenzofuran-5-yl)piperidin-1-yl)-2-oxoacetamido)Nicotinamide CC1CCC(N(C1)C(C(=O)NC=1C=NC=C(C(=O)N)C1)=O)C=1C=CC2=C(CC(O2)C)C1